ClC1=C(C(=CC=C1)N1CCN(CC1)C(C)C)NC(=O)N1C[C@](CC1)(C)C1=CC(=CC=C1)OC (3S)-N-[2-chloro-6-(4-isopropylpiperazin-1-yl)phenyl]-3-(3-methoxyphenyl)-3-methylpyrrolidine-1-carboxamide